C(#N)C1(C(CN2N=C(C=3CN(CC(C32)C)C(=O)C=3NC=CC3)C(=O)NC3=CC(=CC=C3)[C@H](C)O)C=CC=C1)F 1-(2-cyano-2-fluorobenzyl)-N-(3-((S)-1-hydroxyethyl)phenyl)-7-methyl-5-(1H-pyrrole-2-carbonyl)-4,5,6,7-tetrahydro-1H-pyrazolo[4,3-c]Pyridine-3-carboxamide